methyl 3-hydroxy-2-((2-oxo-4-(o-tolyl)-2H-chromen-7-yl)oxy)propanoate OCC(C(=O)OC)OC1=CC=C2C(=CC(OC2=C1)=O)C1=C(C=CC=C1)C